FC=1C2=C(C3=C(CN(S(N3)(=O)=O)CCOC)C1)NC=C2C#N 6-fluoro-3-(2-methoxyethyl)-2,2-dioxo-4,9-dihydro-1H-pyrrolo[3,2-h][2,1,3]benzothiadiazine-7-carbonitrile